C(C)(C)(C)OC(NC1=NN(N=C1CNC1CCN(CC1)C1=C(C=CC=C1C)F)C)=O (5-{[1-(2-Fluoro-6-methyl-phenyl)-piperidin-4-ylamino]-methyl}-2-methyl-2H-[1,2,3]triazol-4-yl)-carbamic acid tert-butyl ester